2-[[1-(5-bromopyrimidin-2-yl)azetidin-3-yl]methyl]-6-(3,5-dimethylpyrazol-1-yl)pyridazin-3-one BrC=1C=NC(=NC1)N1CC(C1)CN1N=C(C=CC1=O)N1N=C(C=C1C)C